Cl.COC([C@@H](NC(=O)OC(C)(C)C)CCCCN)=O Boc-L-lysine methyl ester hydrochloride